2-(2-((2R,3R,4R,5S)-3,4,5-tris(benzyloxy)-2-methylpiperidin-1-yl)ethyl)pyridine C(C1=CC=CC=C1)O[C@@H]1[C@H](N(C[C@@H]([C@H]1OCC1=CC=CC=C1)OCC1=CC=CC=C1)CCC1=NC=CC=C1)C